N[C@@H](C)CN1N=C(N=N1)C=1C=NC(=CC1)OC1=CC=C(C=C1)Cl (S)-2-Amino-3-(5-(6-(4-chlorophenoxy)pyridin-3-yl)-2H-tetrazol-2-yl)propan